6-fluoro-N-(3-methyl-4-{[1,2,4]triazolo[1,5-a]pyridin-7-yloxy}phenyl)pyrido[3,4-d]pyrimidin-4-amine FC1=CC2=C(N=CN=C2NC2=CC(=C(C=C2)OC2=CC=3N(C=C2)N=CN3)C)C=N1